tert-butyl 3,3-difluoro-4-((3-(3-fluorophenyl)-1-methyl-1H-indazol-6-yl)amino)piperidine-1-carboxylate FC1(CN(CCC1NC1=CC=C2C(=NN(C2=C1)C)C1=CC(=CC=C1)F)C(=O)OC(C)(C)C)F